4-(4-((5-(1,6-dimethyl-1H-pyrazolo[3,4-b]pyridin-4-yl)-3-methyl-4,5,6,7-tetrahydro-1H-pyrazolo[4,3-c]pyridin-1-yl)methyl)bicyclo[2.2.2]octan-1-yl)morpholine CN1N=CC=2C1=NC(=CC2N2CC1=C(CC2)N(N=C1C)CC12CCC(CC1)(CC2)N2CCOCC2)C